Cl.N[C@H](CO)C1=NC(=CC=C1)Br (2S)-2-amino-2-(6-bromopyridin-2-yl)ethanol HCl